C(C)(C)(C)C1=CC=C(C=C1)C=1SC(=CC1C1=C(C(C(C1(F)F)(F)F)(F)F)C1=C(SC(=C1)C1=CC=C(C=C1)C=C)C1=CC=CC=C1)C1=CC=C(C=C1)C(C)(C)C 3-(2-(2,5-bis(4-tert-butylphenyl)thiophen-3-yl)-3,3,4,4,5,5-hexafluorocyclopent-1-enyl)-2-phenyl-5-(4-vinylphenyl)thiophene